C1(CC1)C1=CN=C(S1)NC(C(C)C=1C=C(C=NC1)C=1N=CC(=NC1)C(C(=O)N)=C)=O (5-(5-(1-((5-cyclopropylthiazol-2-yl)amino)-1-oxopropan-2-yl)pyridin-3-yl)pyrazin-2-yl)acrylamide